C1N(CCC2=CC=CC=C12)[C@H]1[C@@H](CN(CC1)C(=O)C1=CC(=NC(=N1)C=1SC(=CC1)C)NC1CCN(CC1)C(C)=O)O 1-(4-((6-((3r,4r)-4-(3,4-dihydroisoquinolin-2(1H)-yl)-3-hydroxypiperidin-1-carbonyl)-2-(5-methylthiophene-2-yl)pyrimidin-4-yl)amino)piperidin-1-yl)ethan-1-one